4-(1-(3-chloro-4-(1-ethyl-4-(trifluoromethyl)-1H-imidazol-2-yl)phenyl)ethyl)-2-(4-cyclopropyl-6-methoxypyrimidin-5-yl)-6,7-dihydro-[1,2,4]triazolo[1,5-a]pyrimidin ClC=1C=C(C=CC1C=1N(C=C(N1)C(F)(F)F)CC)C(C)N1C=2N(CCC1)N=C(N2)C=2C(=NC=NC2OC)C2CC2